CC1(NC(=CC=N1)C)O 2,6-dimethylpyrimidin-ol